N-(2,8-dimethylimidazo[1,2-a]pyridin-6-yl)-1,1-diphenyl-methanimine CC=1N=C2N(C=C(C=C2C)N=C(C2=CC=CC=C2)C2=CC=CC=C2)C1